FC1=C(C=CC(=C1)F)C(CC(=O)NC1(CC1)C1=CC(=CC(=C1)OCC(F)(F)F)F)(C)O 3-(2,4-difluorophenyl)-N-(1-(3-fluoro-5-(2,2,2-trifluoroethoxy)phenyl)cyclopropyl)-3-hydroxybutanamide